C1(CC1)C(CC(=O)O)(C)O 3-Cyclopropyl-3-hydroxybutyric acid